FC(C=1C2=C(N(N1)CC(=O)[O-])C1(SCCS1)C1C2C1)F 3-(difluoromethyl)-4,4a-dihydrospiro[cyclopropa[3,4]cyclopenta[1,2-c]pyrazole-5,2'-[1,3]dithiolane]-1(3bH)-ylacetate